tert-butyl (E)-(4-((2-amino-4-carbamoyl-6-methoxyphenyl)amino) But-2-en-1-yl)carbamate NC1=C(C(=CC(=C1)C(N)=O)OC)NC/C=C/CNC(OC(C)(C)C)=O